C(=O)(O)C(CCCCCC=1C=C(C=CC1)CCCCC1CC1)(C)C 1-(4-(3-(6-carboxy-6-methylheptyl)phenyl)butyl)cyclopropane